N1(CCCCCC1)C1=C(CNC2=CC(=C(C=C2Cl)S(=O)(=O)NC=2SC(=CN2)Cl)F)C=CC(=C1)Cl 4-((2-(homopiperidin-1-yl)-4-chlorobenzyl)amino)-5-chloro-N-(5-chlorothiazol-2-yl)-2-fluoro-benzenesulfonamide